C(C)C1=C(C=CC(=C1)O)\N=C(/N)\C1=C(C=2N(N=C1)C=C(C2)C=2C(=CC(=NC2)C(=O)NCCOC)C)N[C@@H]2COCC2 5-[3-[(Z)-N'-(2-ethyl-4-hydroxy-phenyl)carbamimidoyl]-4-[[(3S)-tetrahydrofuran-3-yl]amino]pyrrolo[1,2-b]pyridazin-6-yl]-N-(2-methoxyethyl)-4-methyl-pyridine-2-carboxamide